C(C1=CC=CC=C1)OC(=O)N1C[C@H]([C@@H](C1)O)N |r| trans-(±)-Benzyl-3-amino-4-hydroxypyrrolidine-1-carboxylate